1-(2-Chloro-4-((6-chloropyrido[3,2-d]pyrimidin-4-yl)amino)phenyl)cyclopropane-1-carbonitrile ClC1=C(C=CC(=C1)NC=1C2=C(N=CN1)C=CC(=N2)Cl)C2(CC2)C#N